2-((1-(3,7-dimethyl-4-oxo-2-(pyridin-4-yl)-4H-pyrido[1,2-a]pyrimidin-9-yl)ethyl)amino)benzoic acid CC1=C(N=C2N(C1=O)C=C(C=C2C(C)NC2=C(C(=O)O)C=CC=C2)C)C2=CC=NC=C2